NC=1SC2=C(N1)C=CC(=C2)C=2C=C(C(=NC2)C)NC(OC2CCN(CC2)C(C)=O)=O 1-Acetylpiperidin-4-yl (5-(2-aminobenzo[d]thiazol-6-yl)-2-methylpyridin-3-yl)carbamate